6-(3-Methoxy-2-methylphenyl)-2-(5-methylpyrimidin-2-yl)phthalazin-1(2H)-one COC=1C(=C(C=CC1)C=1C=C2C=NN(C(C2=CC1)=O)C1=NC=C(C=N1)C)C